(R)-2-(3-(5-(3-Hydroxy-1-methyl-2-oxopyrrolidin-3-yl)isoxazol-3-yl)phenyl)-5-((1-methyl-1H-pyrazol-3-yl)amino)thiazole-4-carboxamide O[C@@]1(C(N(CC1)C)=O)C1=CC(=NO1)C=1C=C(C=CC1)C=1SC(=C(N1)C(=O)N)NC1=NN(C=C1)C